ClC=1C(=CC(=C(C1)C1=CC=C2C(=CN=NC2=C1)NCC1=C(C=C(C=C1)OC)OC)C1=NN(C=C1)C1OCCCC1)C 7-[5-chloro-4-methyl-2-[1-(oxan-2-yl)pyrazol-3-yl]phenyl]-N-[(2,4-dimethoxyphenyl)methyl]cinnolin-4-amine